C(C)(C)(C)OC(=O)N=[S@@](=O)(C=1C(=NC(=CC1)C)O[C@H](C)CCCC=O)N1[C@@H](CCC1)C(=O)OC methyl ((S)-N-(tert-butoxycarbonyl)-6-methyl-2-(((R)-6-oxohexan-2-yl)oxy)pyridine-3-sulfonimidoyl)-L-prolinate